N[C@H](CC1=C(C=2N=NC(=C(C2S1)NCC=1SC=CC1)OC)C)C 6-[(2S)-2-aminopropyl]-3-methoxy-7-methyl-N-[(thiophen-2-yl)methyl]thieno[3,2-c]pyridazin-4-amine